N-(4-((2-(1,1-difluoroethyl)pyrimidin-4-yl)amino)-5-(4,4,5,5-tetramethyl-1,3,2-dioxaborolan-2-yl)pyridin-2-yl)acetamide FC(C)(F)C1=NC=CC(=N1)NC1=CC(=NC=C1B1OC(C(O1)(C)C)(C)C)NC(C)=O